C1CCC2=C(C=CC=C12)C(CCN(C)C)=O 1-(2,3-dihydro-1H-inden-4-yl)-3-(dimethylamino)propan-1-one